FCCI 1-fluoro-2-iodo-ethane